FC=1C=C2C(=NC(=NC2=CC1)NC1=CC=C(C=C1)N1CCNCC1)C(F)(F)F 6-fluoro-N-(4-(piperazin-1-yl)phenyl)-4-trifluoromethylquinazolin-2-amine